C1(CCCC1)N1C(=NN=C1)C1=CC=CC(=N1)NC(=O)C1=C(SC(=C1)N1C=NC(=C1)C1CC1)C N-(6-(4-cyclopentyl-4H-1,2,4-triazol-3-yl)pyridin-2-yl)-5-(4-cyclopropyl-1H-imidazol-1-yl)-2-methylthiophene-3-carboxamide